3-picolylimidazol N1=CC(=CC=C1)CC=1NC=CN1